P(=O)(OCCOC(C(=C)C)=O)(OCCOC(C(=C)C)=O)[O-] bis[2-(methacryloyloxy) ethyl] phosphate